(R)-2-(5-(3-((2-chloro-5-(1-(difluoromethyl)-1H-pyrazol-3-yl)pyridin-4-yl)amino)-2-fluoropropoxy)-1-methyl-1H-pyrazol-4-yl)pyrimidin-4-amine ClC1=NC=C(C(=C1)NC[C@H](COC1=C(C=NN1C)C1=NC=CC(=N1)N)F)C1=NN(C=C1)C(F)F